2,2-bis(trifluoromethyl)-4,4-diaminophenyl ether FC(C1(C(C=CC(C1)(N)N)OC1C(CC(C=C1)(N)N)(C(F)(F)F)C(F)(F)F)C(F)(F)F)(F)F